3-[(3-methyloxetan-3-yl)methoxy]propyl(triethoxy)silane CC1(COC1)COCCC[Si](OCC)(OCC)OCC